C(CCC)C1=NC=2C(=C(N=NC2N)C2=COC=C2)N1CC1=CC=C(C=C1)OC 2-butyl-7-(furan-3-yl)-1-(4-methoxybenzyl)-1H-imidazo[4,5-d]pyridazin-4-amine